5-([1,2,4]triazolo[4,3-a]pyridin-6-yl)-4-methoxy-N-(2-oxaspiro[3.5]nonan-7-yl)-7H-pyrrolo[2,3-d]pyrimidin-2-amine N=1N=CN2C1C=CC(=C2)C2=CNC=1N=C(N=C(C12)OC)NC1CCC2(COC2)CC1